iron-chromium phosphorus 3-iodo-5-[({2-[(9R)-9-(pyridin-2-yl)-6-oxaspiro[4.5]decan-9-yl]ethyl}amino)methyl]pyridine-2-carbonitrile IC=1C(=NC=C(C1)CNCC[C@]1(CCOC2(CCCC2)C1)C1=NC=CC=C1)C#N.[P].[Cr].[Fe]